ClC=1C=C(C=CC1F)/C=C/C(C)=O (E)-4-(3-chloro-4-fluorophenyl)but-3-en-2-one